FC=1C=C2C(=C(C(N(C2=CC1)C)=O)C1=CC=NC=C1)N1CCN(CC1)CC1=CC(=CC(=C1)C)F 6-fluoro-4-{4-[(3-fluoro-5-methylphenyl)methyl]piperazin-1-yl}-1-methyl-3-(pyridin-4-yl)-1,2-dihydro-quinolin-2-one